7-(4-amino-5-(3-methoxy-4-(6-methylpyridin-2-yloxy)phenyl)-7-methyl-7H-pyrrolo[2,3-d]pyrimidin-6-yl)-3,4-dihydropyrido[1,2-a]pyrimidin-2-one NC=1C2=C(N=CN1)N(C(=C2C2=CC(=C(C=C2)OC2=NC(=CC=C2)C)OC)C=2C=CC=1N(CCC(N1)=O)C2)C